(3as,6s,6as)-6-(8-chloro-3,4-dihydro-2H-benzo[b][1,4]oxazine-4-carbonyl)-2,2-dimethyl-5-(6-methyl-4-(trifluoromethyl)pyridin-2-yl)tetrahydro-4H-[1,3]dioxolo[4,5-c]pyrrol-4-one ClC1=CC=CC2=C1OCCN2C(=O)[C@H]2N(C([C@@H]1[C@H]2OC(O1)(C)C)=O)C1=NC(=CC(=C1)C(F)(F)F)C